NCC(=O)C1=NC=C(C=C1Cl)C(F)(F)F 2-amino-1-(3-chloro-5-trifluoromethyl-pyridin-2-yl)ethanone